C(C1=CC=CC=C1)N1CCC=2C=CC=NC2C1=O 7-benzyl-6,7-dihydro-1,7-naphthyridin-8(5H)-one